tert-butyl (4S)-2,2-dimethyl-4-[3-[(6-sulfamoyl-2-pyridyl) amino]propyl]pyrrolidine-1-carboxylate CC1(N(C[C@H](C1)CCCNC1=NC(=CC=C1)S(N)(=O)=O)C(=O)OC(C)(C)C)C